2-(4-cyclopropyl-6-methoxypyrimidin-5-yl)-N-(4-(1-isopropyl-4-(trifluoromethyl)-1H-imidazol-2-yl)benzyl)-N,7,8-trimethyl-9H-purin-6-amine C1(CC1)C1=NC=NC(=C1C1=NC(=C2N(C(NC2=N1)C)C)N(C)CC1=CC=C(C=C1)C=1N(C=C(N1)C(F)(F)F)C(C)C)OC